1,2-bis((2S,5S)-2,5-diethylphospholane-1-yl)benzene C(C)[C@@H]1P([C@H](CC1)CC)C1=C(C=CC=C1)P1[C@H](CC[C@@H]1CC)CC